CCCCCCCCCCC1=CC=C(C=C1)C(=O)Cl 4-n-Decylbenzoyl chloride